Methyl-(5S)-2-[(5-methyl-1H-pyrazol-3-yl)methyl]-3-oxo-2,3,5,6,7,8-hexahydro[1,2,4]triazolo[4,3-a]pyridine-5-carboxylate COC(=O)[C@@H]1CCCC=2N1C(N(N2)CC2=NNC(=C2)C)=O